N1N=NN=C1C1=C(C=CC=C1)C1=NC(=CC(=C1)NC(=O)NC1=CC=C(C=C1)OC(F)(F)F)N(CCC)CC1=CC=CC=C1 1-(2-(2-(1H-tetrazol-5-yl)phenyl)-6-(benzyl(propyl)amino)pyridin-4-yl)-3-(4-(trifluoromethoxy)phenyl)urea